OC(CC(=O)SCCNC(CCNC([C@@H](C(COP(OP(OC[C@@H]1[C@H]([C@H]([C@@H](O1)N1C=NC=2C(N)=NC=NC12)O)OP(=O)(O)O)(=O)O)(=O)O)(C)C)O)=O)=O)CC(=O)O 3-hydroxy-glutaryl-CoA